2-(2'-hydroxy-3'-tert-butyl-5'-methacryloyloxyethylphenyl)-2H-benzotriazole OC1=C(C=C(C=C1C(C)(C)C)CCOC(C(=C)C)=O)N1N=C2C(=N1)C=CC=C2